1-(4-((4-methylpiperazin-1-yl)methyl)-3-(trifluoromethyl)phenyl)-3-(2-(pyrazolo[1,5-a]pyridin-3-yl)benzo[d]oxazol-5-yl)urea CN1CCN(CC1)CC1=C(C=C(C=C1)NC(=O)NC=1C=CC2=C(N=C(O2)C=2C=NN3C2C=CC=C3)C1)C(F)(F)F